2-((1r,4r)-4-ethoxycyclohexylamino)-4-(2,3,3-trimethylbutan-2-ylamino)pyrimidine-5-carboxamide C(C)OC1CCC(CC1)NC1=NC=C(C(=N1)NC(C)(C(C)(C)C)C)C(=O)N